3-methyl-4-((1-methyl-1H-benzimidazol-5-yloxy)phenyl)-5-(piperidin-2-ylethynyl)pyrimidin-4-amine CN1C=NC=C(C1(N)C1=C(C=CC=C1)OC1=CC2=C(N(C=N2)C)C=C1)C#CC1NCCCC1